1H-Pentazol N1N=NN=N1